N-(3-fluoro-4-(1,2,3,6-tetrahydropyridin-4-yl)phenyl)-5-(1,2,3,6-tetrahydropyridin-4-yl)furan-2-carboxamide bistrifluoroacetic acid salt FC(C(=O)O)(F)F.FC(C(=O)O)(F)F.FC=1C=C(C=CC1C=1CCNCC1)NC(=O)C=1OC(=CC1)C=1CCNCC1